CC1(N(CCC1C1=CC=CC=C1)C1=NC(=NC=C1C1=CC(=CC=C1)NS(=O)(=O)C1=CC=CC2=C(C=CC=C12)N(C)C)NCCOCCOCCOCCI)C(=O)N methyl-1-(5-[3-[5-(dimethylamino)naphthalene-1-sulfonamido]phenyl]-2-(12-iodo-4,7,10-trioxa-1-azadodecan-1-yl)pyrimidin-4-yl)-3-phenylpyrrolidine-2-carboxamide